C1(=CC=CC=C1)C1=C(C2=CC=CC=C2C=C1)C1=C(C2=CC3=CC=CC=C3C=C2C=C1)C1=CC=CC=2C=CC=3C=C4C=CC=CC4=CC3C21 (phenylnaphthyl)(benzanthracenyl)anthracene